CC(COC(C1=CC(=C(C(=C1)N)Cl)N)=O)C 2-Methylpropyl-3,5-diamino-4-chlorobenzoat